5-amino-3-bromo-1-trifluoroethyl-1H-pyrazole-4-carbonitrile NC1=C(C(=NN1CC(F)(F)F)Br)C#N